FC(F)(F)C=1C(=NC=CC1)C#C[Si](C)(C)C (trifluoromethyl)-2-((trimethylsilyl)ethynyl)pyridine